N=1SN=C2C1C=CC(=C2)NC=2C(=NC1=CC=CC=C1N2)NS(=O)(=O)C2=CC=C(C=C2)C N-(3-(benzo[c][1,2,5]thiadiazol-5-ylamino)quinoxalin-2-yl)-4-methylbenzenesulfonamide